(S)-5-(((4-(4-(3-(6-(((1-Acetylpiperidin-4-yl)amino)methyl)-8-chloro-5-methoxyquinolin-2-yl)-2-chlorophenyl)-3-chloropyridin-2-yl)-2-methoxybenzyl)amino)methyl)pyrrolidin-2-one C(C)(=O)N1CCC(CC1)NCC=1C(=C2C=CC(=NC2=C(C1)Cl)C=1C(=C(C=CC1)C1=C(C(=NC=C1)C1=CC(=C(CNC[C@@H]2CCC(N2)=O)C=C1)OC)Cl)Cl)OC